NC=1C=C(OC1C)C(=O)O 4-AMINO-5-METHYLFURAN-2-CARBOXYLIC ACID